C(C)(C)(C)C1=C(C(=CC=C1)C(C)(C)C)N=C=NC1=C(C=CC=C1C(C)(C)C)C(C)(C)C N,N'-bis(2,6-di-tert-butylphenyl)carbodiimide